N-(5-(3-(1-(3-(trifluoromethyl)benzyl)-1H-pyrazol-3-yl)phenyl)pyridin-3-yl)acrylamide FC(C=1C=C(CN2N=C(C=C2)C=2C=C(C=CC2)C=2C=C(C=NC2)NC(C=C)=O)C=CC1)(F)F